3-(5-(6-(trifluoromethyl)pyridin-3-yl)-1,3,4-thiadiazol-2-yl)piperidine-1-carboxylic acid FC(C1=CC=C(C=N1)C1=NN=C(S1)C1CN(CCC1)C(=O)O)(F)F